2-cycloheptyl-N-[2-[(3-hydroxyphenyl)methyl]-1H-benzimidazol-5-yl]acetamide 5,6-difluoro-4-hydroxynaphthalen-2-ylacetate FC1=C2C(=CC(=CC2=CC=C1F)CC(=O)O)O.C1(CCCCCC1)CC(=O)NC1=CC2=C(NC(=N2)CC2=CC(=CC=C2)O)C=C1